FC(C1=NN(C=C1)C1=C(C#N)C=CC=C1)(F)F 2-[3-(trifluoromethyl)pyrazol-1-yl]benzonitrile